N1=CC(=CC=C1O)C=1C=NC(=CC1)O [3,3'-bipyridine]-6,6'-diol